FC=1C=C2C(=C(C=NC2=CC1)C(=O)N1CCC(CC1)O)N1CCC(CC1)(C#N)C1=CC=CC=C1 1-(6-Fluoro-3-(4-hydroxypiperidine-1-carbonyl)quinolin-4-yl)-4-phenylpiperidine-4-carbonitrile